2-carboxy-N,N-dimethyl-N-(prop-2-yn-1-yl)prop-2-en-1-aminium C(=O)(O)C(C[N+](CC#C)(C)C)=C